hexadecyl β-D-glucopyranoside O([C@H]1[C@H](O)[C@@H](O)[C@H](O)[C@H](O1)CO)CCCCCCCCCCCCCCCC